3-(3-tert-butyl-4-hydroxy-5-methylphenyl)propionyl-chlorobenzene C(C)(C)(C)C=1C=C(C=C(C1O)C)CCC(=O)C1=C(C=CC=C1)Cl